trimethylsiloxyethylene oxide C[Si](OC1CO1)(C)C